NC1=CC(=C(C=C1)C=1C(=C(N(C1C)CC1=CC=C(C=C1)OC)C(N)=O)C1=CC(=C(C(=O)OC)C=C1)OC)C methyl 4-(4-(4-amino-2-methylphenyl)-2-carbamoyl-1-(4-methoxybenzyl)-5-methyl-1H-pyrrol-3-yl)-2-methoxybenzoate